CNC1=NC=C(C=C1N)SC(F)(F)F N2-methyl-5-(trifluoromethylsulfanyl)pyridine-2,3-diamine